C(#N)C1=NC2=CC(=CC(=C2N=C1N1CC(C(CC1)(F)F)F)[C@@H](C)NC1=C(C(=O)O)C=CC=C1)C 2-(((1R)-1-(2-cyano-7-methyl-3-(3,4,4-trifluoropiperidin-1-yl)quinoxalin-5-yl)ethyl)amino)benzoic acid